FC1(CC(C1)CNC(=O)C=1C=NN2C1C=C(C=C2)C2=CNC=1N=C(N=CC12)NCC=1C=NC(=CC1)N1CCN(CC1)C)F N-((3,3-difluorocyclobutyl)methyl)-5-(2-(((6-(4-methylpiperazin-1-yl)pyridin-3-yl)methyl)amino)-7H-pyrrolo[2,3-d]pyrimidin-5-yl)pyrazolo[1,5-a]pyridine-3-carboxamide